CN1N=CC(=C1)C(=O)NC(=S)NC1=CC(=CC=C1)Br N-[(1-methyl-1H-pyrazol-4-yl)carbonyl]-N'-(3-bromophenyl)-thiourea